2-Cyclotetradecene-1-one C1(C=CCCCCCCCCCCC1)=O